2-[6-(Azetidin-3-yl)-3-methylimidazo[1,5-a]pyridin-8-yl]-5-fluoro-N,N-di(isopropyl)benzamide N1CC(C1)C=1C=C(C=2N(C1)C(=NC2)C)C2=C(C(=O)N(C(C)C)C(C)C)C=C(C=C2)F